5-Phenyl-1H-pyrazole-3-carboxylic acid {2-[4-(4-methyl-pyridin-3-yloxy)-piperidin-1-yl]-2-oxoethyl}-amide CC1=C(C=NC=C1)OC1CCN(CC1)C(CNC(=O)C1=NNC(=C1)C1=CC=CC=C1)=O